(R)-tert-Butyl (2-amino-2-oxo-1-phenylethyl)(ethyl)carbamate NC([C@@H](C1=CC=CC=C1)N(C(OC(C)(C)C)=O)CC)=O